1,1,1,3,3,3-Hexafluoropropan-2-yl (S)-1-((6-(methylcarbamoyl)pyridin-3-yl)carbamoyl)-6-azaspiro[2.5]octan-6-carboxylat CNC(=O)C1=CC=C(C=N1)NC(=O)[C@H]1CC12CCN(CC2)C(=O)OC(C(F)(F)F)C(F)(F)F